N-(3-(4-amino-3-(4-phenoxyphenyl)-1H-pyrazolo[3,4-d]pyrimidin-1-yl)cyclohexyl)-3-chloro-N-methyl-1H-1,2,4-triazole-1-carboxamide NC1=C2C(=NC=N1)N(N=C2C2=CC=C(C=C2)OC2=CC=CC=C2)C2CC(CCC2)N(C(=O)N2N=C(N=C2)Cl)C